S(=O)(=O)(O)O.C(CCCCCCCCCCC)(=O)O lauric acid sulfate salt